(2S)-2-{[1-cyclopentyl-5-(2,6-dimethoxyphenyl)-1H-pyrazol-3-yl]formamido}-3-cyclopropylpropanoic acid C1(CCCC1)N1N=C(C=C1C1=C(C=CC=C1OC)OC)C(=O)N[C@H](C(=O)O)CC1CC1